N-(t-butoxycarbonyl)-O-methyl-homoserine methyl ester COC([C@@H](NC(=O)OC(C)(C)C)CCOC)=O